tert-butyl 4-(4-(3-(4-fluorophenyl)furo[3,2-b]pyridin-6-yl)phenyl)piperazine-1-carboxylate FC1=CC=C(C=C1)C1=COC=2C1=NC=C(C2)C2=CC=C(C=C2)N2CCN(CC2)C(=O)OC(C)(C)C